CN(C)C[Sn](CN(C)C)(CN(C)C)CN(C)C Tetra(dimethylaminomethyl)tin